4-(2,6-dibenzyloxy-3-pyridyl)-3-methyl-phenol C(C1=CC=CC=C1)OC1=NC(=CC=C1C1=C(C=C(C=C1)O)C)OCC1=CC=CC=C1